C(CCCCC(=O)[O-])(=O)OCCCCOC(C=C)=O acryloxybutyl adipate